2-chloro-4-iodo-3-methoxypyridine ClC1=NC=CC(=C1OC)I